ClC=1C(=NC=CC1S)OC1CC1 3-chloro-2-(cyclopropyloxy)pyridine-4-thiol